N-[1-[2-[[1-(2-hydroxyethyl)pyrazol-4-yl]amino]-5-methyl-pyrimidin-4-yl]-3-methyl-indol-5-yl]but-2-ynamide OCCN1N=CC(=C1)NC1=NC=C(C(=N1)N1C=C(C2=CC(=CC=C12)NC(C#CC)=O)C)C